O1CCN(CC1)CC1=C(C1)CO (1-(morpholinomethyl)cyclopropenyl)methanol